CN1N=CC=C1C1=NC(=CC(=C1)C1=CC=CC=2N1N=CC2C(=O)N2CCCCC2)N2CCOCC2 (7-(2-(1-methyl-1H-pyrazol-5-yl)-6-morpholinopyridin-4-yl)pyrazolo[1,5-a]pyridin-3-yl)(piperidin-1-yl)methanone